BrC=1N=C(C=2N(C1)C=CN2)N2CCOCC2 4-{6-bromoimidazo[1,2-a]pyrazin-8-yl}morpholine